NC=1SC=2CN([C@@H](CC2N1)C)C(=O)OC(C)(C)C (R)-tert-butyl 2-amino-6-methyl-6,7-dihydrothiazolo[5,4-c]pyridine-5(4H)-carboxylate